5-(4-bromo-1-methyl-1H-pyrazol-5-yl)-2-methyl-2H-indazole-4-carbonitrile BrC=1C=NN(C1C1=C(C2=CN(N=C2C=C1)C)C#N)C